2-(pyridin-2-yl)-1H-1,3-benzodiazole N1=C(C=CC=C1)C1=NC2=C(N1)C=CC=C2